COCN(C1=NC(=NC(=N1)N(COC)COC)N(COC)COC)COC N,N,N',N',N'',N''-Hexakis-methoxymethyl-[1,3,5]triazin-2,4,6-triamin